zinc-iron-zinc [Zn].[Fe].[Zn]